SC(C(=O)OCCOCCOC(C(C)S)=O)C diethylene glycol bis(2-mercaptopropionate)